3-Chloro-6-(3-chloro-4-methylphenyl)-4-oxo-4,5-dihydropyrazolo[1,5-a]pyrazine-2-carboxylic acid ClC=1C(=NN2C1C(NC(=C2)C2=CC(=C(C=C2)C)Cl)=O)C(=O)O